tert-butyl 6-({1H,2H,3H-benzo[b]pyrrolizin-9-yl} carbonyl)-8,8-difluoro-2,6-diazaspiro[3.4]octane-2-carboxylate C1CCN2C3=C(C(=C12)C(=O)N1CC2(CN(C2)C(=O)OC(C)(C)C)C(C1)(F)F)C=CC=C3